(R)-2-methylindoline-6-sulfonamide C[C@H]1NC2=CC(=CC=C2C1)S(=O)(=O)N